BrC1=CC2=C(N=CN=C2NCC=2C=NC(=CC2)C)N=C1 6-bromo-N-((6-methylpyridin-3-yl)methyl)pyrido[2,3-d]pyrimidin-4-amine